O=C(/C=C/C1=CC=C(OC2=CC=C(C(=O)O)C=C2)C=C1)C1=CC=CC=C1 4-[4-[(E)-3-Oxo-3-phenylprop-1-enyl]phenoxy]benzoic acid